benzyl 2-[(2S)-2-{[(tert-butoxy)carbonyl]amino}-5-{[(1E)-{[(tert-butoxy)carbonyl]amino}({[(tert-butoxy)carbonyl]imino})methyl]amino} pentanamido]acetate C(C)(C)(C)OC(=O)N[C@H](C(=O)NCC(=O)OCC1=CC=CC=C1)CCCN\C(=N/C(=O)OC(C)(C)C)\NC(=O)OC(C)(C)C